CS(=O)(=O)O[C@H](COCC1=CC=CC=C1)CSC(C1=CC=CC=C1)(C1=CC=CC=C1)C1=CC=CC=C1 (R)-1-(benzyloxy)-3-(tritylthio)propan-2-yl methanesulfonate